3-iodo-8-methyl-6-(((1-methylcyclobutyl)amino)methyl)-4H-pyrano[2,3-c]pyridin-4-one IC=1C(C=2C(=C(N=C(C2)CNC2(CCC2)C)C)OC1)=O